NC1C[C@@H]2C[C@@H](CN2C1=O)C1=C(C(=CC=C1O)Cl)Cl (6R,7aS)-2-amino-6-(2,3-dichloro-6-hydroxyphenyl)-hexahydropyrrolizin-3-one